C(#N)C1(CC1)C=1C=CC=2N(C1)C=C(N2)C(=O)O 6-(1-cyanocyclopropyl)imidazo[1,2-a]pyridine-2-carboxylic acid